(2-chloro-5-fluoropyrimidin-4-yl)-7-nitro-1H-indole ClC1=NC=C(C(=N1)N1C=CC2=CC=CC(=C12)[N+](=O)[O-])F